(3R,4R)-1-(1-((1R)-1-(2,5-Difluorophenyl)ethyl)-5,6-difluoro-1H-benzimidazol-2-yl)-4-fluoro-3-piperidinamin FC1=C(C=C(C=C1)F)[C@@H](C)N1C(=NC2=C1C=C(C(=C2)F)F)N2C[C@H]([C@@H](CC2)F)N